C(C(C)C)C1=CC(=NN1C1=CC(=CC=C1)OCC)NC1=C(C(=O)O)C=C(C=N1)C=1SC=CC1 2-((5-isobutyl-1-(3-ethoxyphenyl)-1H-pyrazol-3-yl)amino)-5-(thiophen-2-yl)nicotinic acid